NC[C@@H]1[C@@H](CN(CC1)C(=O)OCC1=CC=CC=C1)O cis-benzyl 4-(aminomethyl)-3-hydroxypiperidine-1-carboxylate